2-(2-Fluoroallyl)-1-(4-hydroxy-6-(2-hydroxyprop-2-yl)pyridin-2-yl)-6-((5-(4-hydroxyButyl)-6-(4-methylpiperazin-1-yl)pyridin-3-yl)amino)-1,2-dihydro-3H-pyrazolo[3,4-d]pyrimidine FC(CN1N(C2=NC(=NC=C2C1)NC=1C=NC(=C(C1)CCCCO)N1CCN(CC1)C)C1=NC(=CC(=C1)O)C(C)(C)O)=C